C1(=CC=CC2=CC=CC=C12)C1=CC=CC=2C3=CC=CC=C3C=CC12 (naphthyl)phenanthrene